ClC1=C(C=C(C(=C1)F)N1C(N(C(N(C1=O)C)=S)C)=O)C1=NOC(C1)(C(=O)NS(=O)(=O)C)C 3-[2-chloro-5-(3,5-dimethyl-2,6-dioxo-4-thioxo-1,3,5-triazinan-1-yl)-4-fluoro-phenyl]-5-methyl-N-methylsulfonyl-4H-isoxazole-5-carboxamide